O=C(COC1=C2C=CNC(C2=CC=C1)=O)C1=CC=CC=C1 5-(2-oxo-2-phenylethoxy)-1(2H)-isoquinolinone